[Cl-].[Cl-].CC1=C(C=CC=C1)C=1C(C2=CC=CC=C2C1)[Zr+2]C1C(=CC2=CC=CC=C12)C1=C(C=CC=C1)C bis(2-methyl-phenylindenyl)zirconium dichloride